acrylic acid, 1-naphthylmethyl ester C(C=C)(=O)OCC1=CC=CC2=CC=CC=C12